NCCOC(C)OCCN di(beta-aminoethoxy)-ethane